CN1CCN(CC1)CC 2-(4-methylpiperazin-1-yl)ethane